CN(C)C1=CC=C(C=C1)C=C 1-[4-(N,N-dimethylamino)phenyl]ethylene